C(C1=CC=CC=C1)OC=1C(=NC=NC1OCC1=CC=CC=C1)CN1C(CC(C1)C1=CC=C(C=C1)C#CC1=CC=C(C=C1)CC1=CC=CC=C1)=O 1-((5,6-bis(benzyloxy)pyrimidin-4-yl)methyl)-4-(4-((4-(Phenylmethyl)phenyl)ethynyl)phenyl)pyrrolidin-2-one